FC1=CC=2C(NN=C3[C@@H](C(NC(=C1)C32)C3=CC=C(C=C3)F)C=3N(N=CN3)C)=O (1S,12R)-7-fluoro-11-(4-fluorophenyl)-12-(2-methyl-1,2,4-triazol-3-yl)-2,3,10-triazatricyclo[7.3.1.05,13]trideca-1,5(13),6,8-tetraen-4-one